N-(4-ethylbenzylidene)-2-methylpropane-2-sulfinamide C(C)C1=CC=C(C=NS(=O)C(C)(C)C)C=C1